trans-6-chloro-4-((4-(cyclopropyl(phenyl)amino)cyclohexyl)amino)-1-methyl-2-oxo-1,2-dihydro-1,5-naphthyridine-3-carbonitrile ClC=1N=C2C(=C(C(N(C2=CC1)C)=O)C#N)N[C@@H]1CC[C@H](CC1)N(C1=CC=CC=C1)C1CC1